C(C)(C)(C)C1CCN(CC1)C(=O)NC1=CC(=C(C(=C1)C=1N=NN(N1)C(C1=CC=CC=C1)(C1=CC=CC=C1)C1=CC=CC=C1)C=1C=NC(=CC1)C)F 4-(tert-butyl)-N-(3-fluoro-4-(6-methylpyrid-3-yl)-5-(2-trityl-2H-tetrazol-5-yl)phenyl)piperidine-1-carboxamide